N-(2-(azetidin-1-yl)ethyl)-3-benzyl-5-methylquinoxaline-2-amine N1(CCC1)CCNC1=NC2=CC=CC(=C2N=C1CC1=CC=CC=C1)C